6-fluoro-7-methoxyindole-2,3-dione FC1=CC=C2C(C(NC2=C1OC)=O)=O